SCSC(C(SCSCSCC1SCS1)SC(C(SCS)SCS)SCS)SCS 2-(3-bis(mercaptomethylthio)methyl-5,6-bis(mercaptomethylthio)-8-mercapto-2,4,7-trithiaoctyl)mercaptomethylthiomethyl-1,3-dithiacyclobutane